C(C)(C)C=1C=CC2=C(N(C(C=3N2C=CN3)=O)C3=C(C=CC=C3)C)N1 7-Isopropyl-5-(o-tolyl)imidazo[1,2-a]pyrido[2,3-e]pyrazin-4(5H)-one